FC=1C=C(C(=C(C1)NC1=CC(=CC=C1)OC)C)N 5-fluoro-N1-(3-methoxyphenyl)-2-methylbenzene-1,3-diamine